difluoroanthracenedisulfonic acid FC=1C(=C(C(=C2C=C3C=CC=CC3=CC12)S(=O)(=O)O)S(=O)(=O)O)F